CC(C(=C=O)C)[Si](C)(C)C methyl-(trimethylsilyl)dimethyl-ketene